N5-((3-exo)-8-((1H-pyrazol-4-yl)sulfonyl)-8-azabicyclo[3.2.1]oct-3-yl)-N7-(5-methyl-1H-pyrazol-3-yl)-1,6-naphthyridine-5,7-diamine N1N=CC(=C1)S(=O)(=O)N1C2CC(CC1CC2)NC=2C=1C=CC=NC1C=C(N2)NC2=NNC(=C2)C